Cl.FC=1C=C(C#N)C=CC1 3-fluorobenzonitrile hydrochloride